(4-aminopyrrolo[1,2-a]quinoxalin-8-yl)(3-methyl-5-(5-(trifluoromethoxy)pyridin-2-yl)morpholino)methanone NC=1C=2N(C3=CC(=CC=C3N1)C(=O)N1C(COCC1C1=NC=C(C=C1)OC(F)(F)F)C)C=CC2